N1C=C(C2=CC=CC=C12)\C=C/1\C(N=C(S1)NC1=CC(=CC=C1)C)=O (5Z)-5-(1H-Indol-3-ylmethylene)-2-[(3-methylphenyl)amino]-1,3-thiazol-4(5H)-one